N-(4-((2-(1,1-difluoroethyl)pyrimidin-4-yl)amino)-5-(2-(difluoromethyl)pyrimidin-4-yl)pyridin-2-yl)acetamide FC(C)(F)C1=NC=CC(=N1)NC1=CC(=NC=C1C1=NC(=NC=C1)C(F)F)NC(C)=O